3-(9-((4-(aminomethyl)-2-methylphenyl)carbamoyl)-2-methyl-4,5-dihydrobenzo[b]thieno[2,3-d]oxepin-8-yl)-6-(propylcarbamoyl)picolinic acid NCC1=CC(=C(C=C1)NC(=O)C1=CC2=C(OCCC3=C2SC(=C3)C)C=C1C=1C(=NC(=CC1)C(NCCC)=O)C(=O)O)C